1-(6-((4-fluorophenyl)amino)-5-(1-methyl-1H-imidazol-4-yl)-3,4-dihydroisoquinolin-2(1H)-yl)prop-2-en-1-one FC1=CC=C(C=C1)NC=1C(=C2CCN(CC2=CC1)C(C=C)=O)C=1N=CN(C1)C